O1N=CC(=C1)NC(=O)[C@@H]1CC12CCN(CC2)C(=O)OC(C(F)(F)F)C(F)(F)F 1,1,1,3,3,3-Hexafluoropropan-2-yl (R)-1-(isoxazol-4-ylcarbamoyl)-6-azaspiro[2.5]octan-6-carboxylat